C(C)OC(=O)C=1OC(=C(C1I)C)C(F)(F)F 3-iodo-4-methyl-5-(trifluoromethyl)furan-2-carboxylic acid ethyl ester